N-[(3-chloro-4-fluorophenyl)methyl]-1-isopropyl-5-oxopyrrolidine-3-carboxamide ClC=1C=C(C=CC1F)CNC(=O)C1CN(C(C1)=O)C(C)C